1-(1H-benzo[d]imidazol-5-yl)-5-(4-fluorophenyl)pyrrolidin-2-one N1C=NC2=C1C=CC(=C2)N2C(CCC2C2=CC=C(C=C2)F)=O